FC1=C(C=C(C=C1)[N+](=O)[O-])S(=O)(=O)NCCNC(OC(C)(C)C)=O tert-butyl N-[2-[(2-fluoro-5-nitro-phenyl)sulfonylamino]-ethyl]carbamate